3-(2-(decanoyloxy)-2,2-diphenylacetoxy)spiro[bicyclo[3.2.1]octane-8,1'-pyrrolidin]-8-ium chloride [Cl-].C(CCCCCCCCC)(=O)OC(C(=O)OC1CC2CCC(C1)[N+]21CCCC1)(C1=CC=CC=C1)C1=CC=CC=C1